C(CCC)OC1=CC=C(C2=CC=CC=C12)S1CCCC1 1-(4-n-butoxynaphthalene-1-yl)tetrahydrothiophene